1-(4-Phenyl-3,4-dihydroquinoxalin-1(2H)-yl)-2-(pyrrolidin-1-yl)propan-1-one C1(=CC=CC=C1)N1CCN(C2=CC=CC=C12)C(C(C)N1CCCC1)=O